C(C)(=O)OCC(NC=1N=C2N(N=C(C=C2)C=2C=NC(=C(C2)C(N[C@H](C)C2=C(C=CC(=C2)OC(F)(F)F)F)=O)C)C1)=O {[6-(5-{[(1R)-1-[2-fluoro-5-(trifluoromethoxy)-phenyl]ethyl]-carbamoyl}-6-methylpyridin-3-yl)imidazo[1,2-b]pyridazin-2-yl]carbamoyl}-methyl acetate